4-{3-[4-(4-chlorophenyl)phenyl]-3-hydroxyhexahydropyridin-1-yl}-1-(4-fluorophenyl)butan-1-one ClC1=CC=C(C=C1)C1=CC=C(C=C1)C1(CN(CCC1)CCCC(=O)C1=CC=C(C=C1)F)O